9-((R)-1-((3,5-difluorophenyl)amino)ethyl)-7-((S)-3-(dimethylamino)pyrrolidine-1-carbonyl)-2-morpholino-4H-pyrido[1,2-a]pyrimidin-4-one FC=1C=C(C=C(C1)F)N[C@H](C)C1=CC(=CN2C1=NC(=CC2=O)N2CCOCC2)C(=O)N2C[C@H](CC2)N(C)C